C(#N)CC1(CC1)NC(C1=NC(=C(C=C1)N1CCN(CC1)CC1=CC=2C3=C(N(C(NC3=C1)=O)CC)N=CN2)C)=O N-(1-(cyanomethyl)cyclopropyl)-5-(4-((3-ethyl-2-oxo-2,3-dihydro-1H-pyrimido[4,5,6-de]quinazolin-8-yl)methyl)piperazin-1-yl)-6-methylpicolinamide